NC=1C=2N(C=CN1)C(=NC2C2=C(C=C(C=C2)C(NC2=NC=CC(=C2)N2CCOCC2)=O)F)[C@H]2N(CC1(CC1)C2)C(=O)OCC2=CC=CC=C2 (S)-benzyl 6-(8-amino-1-(2-fluoro-4-((4-morpholinopyridin-2-yl) carbamoyl) phenyl) imidazo[1,5-a]pyrazin-3-yl)-5-azaspiro[2.4]heptane-5-carboxylate